2-amino-N-(pyridin-4-yl)benzamide (2S,3R,4R,5R,6R)-3-acetamido-6-(acetoxymethyl)tetrahydro-2H-pyran-2,4,5-triyl-triacetate C(C)(=O)N[C@H]1[C@@H](O[C@H]([C@@H]([C@H]1CC(=O)O)CC(=O)O)COC(C)=O)CC(=O)O.NC1=C(C(=O)NC2=CC=NC=C2)C=CC=C1